CC1=C(C2=C(C=N1)C=CN2CC2=CC=C(C=C2)NS(=O)(=O)N)C2=NN(C=C2)C N-(4-((6-methyl-7-(1-methyl-1H-pyrazol-3-yl)-1H-pyrrolo[3,2-c]pyridin-1-yl)methyl)phenyl)sulfamide